C1(=CC(=CC=C1)C1=NC(=NC(=N1)C1=CC=C(C=C1)C1=CC=CC=C1)C1=CC(=CC=C1)Br)C1=CC=CC=C1 2-([1,1'-biphenyl]-3-yl)-4-([1,1'-biphenyl]-4-yl)-6-(3-bromophenyl)-1,3,5-triazine